N1(N=CC=C1)CC1=CC2=C(C(=N1)OC)C(=NO2)NS(=O)(=O)C2=CC=C(C=1C=COC12)C#C N-(6-((1H-pyrazol-1-yl)methyl)-4-methoxyisoxazolo[4,5-c]pyridin-3-yl)-4-ethynyl-benzofuran-7-sulfonamide